O1CC(C(C(C1)CC(=O)[O-])CC(=O)[O-])CC(=O)OSC (methylthio) tetrahydro-2H-pyran-3,4,5-triyltriacetate